FC=1C=NC=CC1N1CCN(CC1)CCN1C(SC=2C=3N(C=NC21)N=C(N3)C=3OC=CC3)=O 3-(2-(4-(3-fluoropyridin-4-yl)piperazin-1-yl)ethyl)-8-(furan-2-yl)thiazolo[5,4-e][1,2,4]Triazolo[1,5-c]Pyrimidin-2(3H)-one